benzofuran-2-yl-(thiophen-2-yl)methanone O-(3,4,4-trifluorobut-3-en-1-yl) oxime FC(CCON=C(C=1SC=CC1)C=1OC2=C(C1)C=CC=C2)=C(F)F